C(C)(=O)C=1C=C(C=CC1N1CCCC1)C1=CC(C(=CN1C1=CC2=C(N=C(O2)N2[C@H](CCC2)COC)C=C1)C(=O)O)=O (R)-6-(3-acetyl-4-(pyrrolidin-1-yl)phenyl)-1-(2-(2-(methoxymethyl)pyrrolidin-1-yl)benzo[d]Oxazol-6-yl)-4-oxo-1,4-dihydropyridine-3-carboxylic acid